N-(2-iodo-4-(perfluoropropane-2-yl)-6-(trifluoromethyl)phenyl)-2-fluoro-3-nitrobenzamide IC1=C(C(=CC(=C1)C(C(F)(F)F)(C(F)(F)F)F)C(F)(F)F)NC(C1=C(C(=CC=C1)[N+](=O)[O-])F)=O